1-[ortho-chloro-β-[(para-chlorobenzyl)oxy]phenethyl]-imidazole mononitrate [N+](=O)(O)[O-].ClC1=C(C(CN2C=NC=C2)OCC2=CC=C(C=C2)Cl)C=CC=C1